2-methylsulfonyl-1-[6-[(5S)-5-[3-chloro-2-fluoro-5-(trifluoromethyl)phenyl]-5-(trifluoromethyl)-4H-isoxazol-3-yl]spiro[1H-isobenzofuran-3,3'-azetidine]-1'-yl]ethanone CS(=O)(=O)CC(=O)N1CC2(C1)OCC1=CC(=CC=C12)C1=NO[C@](C1)(C(F)(F)F)C1=C(C(=CC(=C1)C(F)(F)F)Cl)F